4'-{[2-Butyl-4-chloro-5-(hydroxymethyl)-1H-imidazole-1-yl]methyl}biphenyl-2-carbonitrile C(CCC)C=1N(C(=C(N1)Cl)CO)CC1=CC=C(C=C1)C=1C(=CC=CC1)C#N